(10-hydroxydecyl)-N4-((1s,2R)-2-phenylcyclopropyl)-pyrrolidine-3,4-dicarboxamide OCCCCCCCCCCN1CC(C(C1)C(=O)N[C@@H]1[C@H](C1)C1=CC=CC=C1)C(=O)N